N-(1-(5-(2,6-dioxopiperidin-3-yl)pyridin-2-yl)piperidin-4-yl)-N-methylpiperidin-4-carboxamide O=C1NC(CCC1C=1C=CC(=NC1)N1CCC(CC1)N(C(=O)C1CCNCC1)C)=O